(2R,8aR)-2-(2,3-dichloro-6-hydroxyphenyl)-hexahydro-1H-indolizin-5-one ClC1=C(C(=CC=C1Cl)O)[C@H]1C[C@H]2CCCC(N2C1)=O